methyl 4-methoxy-2-(methylthio)-6-((3-morpholinobicyclo[1.1.1]pentan-1-yl)amino)pyrimidine-5-carboxylate COC1=NC(=NC(=C1C(=O)OC)NC12CC(C1)(C2)N2CCOCC2)SC